ClC=1C(=NC=C(C1)F)CN1N=C2N([C@H](C[C@H](C2)C(F)(F)F)C(=O)N2C[C@H](CC2)F)C1=O |&1:13,15| (5RS,7RS)-2-[(3-Chloro-5-fluoropyridin-2-yl)methyl]-5-{[(3S)-3-fluoropyrrolidin-1-yl]carbonyl}-7-(trifluoromethyl)-5,6,7,8-tetrahydro[1,2,4]triazolo[4,3-a]pyridin-3(2H)-one